CC1(OB(OC1(C)C)C=1C=C2C=C(C=NC2=CC1)OCCCCNC([O-])=O)C (4-((6-(4,4,5,5-tetramethyl-1,3,2-dioxaborolan-2-yl)quinolin-3-yl)oxy)butyl)carbamate